5-fluoropyridin-3-ylboronic acid FC=1C=C(C=NC1)B(O)O